2'-{6-amino-5-[(1R)-1-(2-chlorophenyl)ethoxy]pyridin-3-yl}-N-ethyl-5',6'-dihydrospiro[azetidine-3,4'-pyrrolo[1,2-b]pyrazole]-1-carboxamide NC1=C(C=C(C=N1)C=1C=C2N(N1)CCC21CN(C1)C(=O)NCC)O[C@H](C)C1=C(C=CC=C1)Cl